N-{[4-(5-methylthiophene-2-sulfonyl)phenyl]methyl}thieno[2,3-c]pyridine-2-carboxamide CC1=CC=C(S1)S(=O)(=O)C1=CC=C(C=C1)CNC(=O)C1=CC=2C(=CN=CC2)S1